ClC1=NC=C(C(=N1)NCC=1C=NC(=CC1)N1N=C(C=C1C1CC1)C(F)(F)F)N 2-chloro-N4-([6-[5-cyclopropyl-3-(trifluoromethyl)pyrazol-1-yl]pyridin-3-yl]methyl)pyrimidine-4,5-diamine